C(CCCCCCC)(=O)OCC(C)O 2-hydroxylpropyl caprylate